N-((4-(hydroxymethyl)-1-(4-(pentafluoro-lambda6-sulfanyl)phenyl)-1H-indazol-3-yl)methyl)acrylamide OCC1=C2C(=NN(C2=CC=C1)C1=CC=C(C=C1)S(F)(F)(F)(F)F)CNC(C=C)=O